5-(4-Methoxypyrid-3-yl)-3-(4-(4-methylpiperazin-1-yl)phenyl)-1H-pyrazolo[4,3-c]pyridazin-6(5H)-on COC1=C(C=NC=C1)N1N=C2C(=CC1=O)NN=C2C2=CC=C(C=C2)N2CCN(CC2)C